N-(7-chloro-6-(4-(3-fluoropyrrolidin-1-yl)cyclohexyl)isoquinolin-3-yl)-6,6-dimethyltetrahydro-2H-pyran-3-carboxamide ClC1=C(C=C2C=C(N=CC2=C1)NC(=O)C1COC(CC1)(C)C)C1CCC(CC1)N1CC(CC1)F